2-(1,8-Diethyl-1,3,4,9-tetrahydropyrano[3,4-b]indol-1-yl)acetaldehyde C(C)C1(OCCC2=C1NC1=C(C=CC=C21)CC)CC=O